NC=1C(NC2=C3C=CC=NC3=C(C=C2C1C1=C2C=NNC2=C(C=C1)C)C)=O 3-amino-6-methyl-4-(7-methyl-1H-indazol-4-yl)-1H-1,7-phenanthrolin-2-one